NC1=NC2=C(C=3N1N=C(N3)C=3OC=CC3)C=NN2[C@](C(=O)NCC2=NC(=CC=C2)C)(C)C2=CC=CC=C2 (R)-2-(5-amino-2-(furan-2-yl)-7H-pyrazolo[4,3-e][1,2,4]triazolo[1,5-c]pyrimidin-7-yl)-N-((6-methylpyridin-2-yl)methyl)-2-phenylpropanamide